The molecule is a dicarboxylic acid monoester resulting from the formal condensation of the hydroxy group of cholesterol with one of the carboxy groups of succinic acid. A detergent that is often used to replace cholesterol in protein crystallography, biochemical studies of proteins, and pharmacology. It has a role as a detergent. It is a cholestane ester, a dicarboxylic acid monoester and a hemisuccinate. It derives from a cholesterol. C[C@H](CCCC(C)C)[C@H]1CC[C@@H]2[C@@]1(CC[C@H]3[C@H]2CC=C4[C@@]3(CC[C@@H](C4)OC(=O)CCC(=O)O)C)C